C(CCCC)C(C=C(C(=O)OCC(C)C)C(=O)OCC(C)C)CCCC diisobutyl (2-n-pentylhexylidene)malonate